benzoxadiazolethioate O1N=NC=2C1=CC=CC2C([O-])=S